2-(trimethylsilyl)ethyl{(2S)-1-[(2-aminoethyl)amino]-4-[{(1R)-1-[1-benzyl-4-(2,5-difluorophenyl)-1H-pyrrol-2-yl]-2,2-dimethylpropyl}(glycoloyl)amino]-1-oxobutan-2-yl}carbamate C[Si](CCN(C([O-])=O)[C@H](C(=O)NCCN)CCN(C(CO)=O)[C@H](C(C)(C)C)C=1N(C=C(C1)C1=C(C=CC(=C1)F)F)CC1=CC=CC=C1)(C)C